ClC=1C=C(C=C(C1O)C)C(C(C1=CC(=C(C(=C1)C)O)Cl)C1=CC(=C(C(=C1)C)O)Cl)C1=CC(=C(C(=C1)C)O)Cl 1,1,2,2-tetrakis(3-chloro-5-methyl-4-hydroxyphenyl)ethane